ClC1=CC=C(C=C1)[C@H](CC1=NOC(=N1)CN1C(NC=CC1=O)=O)O (S)-3-((3-(2-(4-chlorophenyl)-2-hydroxyethyl)-1,2,4-oxadiazol-5-yl)methyl)pyrimidine-2,4(1H,3H)-dione